CC(CO)=CCCC(C=C)C 2,6-dimethyloct-2,7-dien-1-ol